N1=C(N=CC=C1)C1=NC=CC=N1 pyrimidinyl-pyrimidine